3-(benzyloxy)bicyclo[3.1.0]Hexane-6-carboxylic acid ethyl ester C(C)OC(=O)C1C2CC(CC12)OCC1=CC=CC=C1